CC(C#N)CC 2-methyl-butanenitrile